FC(CN(C1=NC=2N(C3=CC=CC(=C13)F)C(=NN2)C)C2=CC(=CC(=C2)C#CC2CCOCC2)F)F N-(2,2-difluoroethyl)-6-fluoro-N-(3-fluoro-5-((tetrahydro-2H-pyran-4-yl)ethynyl)phenyl)-1-methyl-[1,2,4]triazolo[4,3-a]quinazolin-5-amine